N1=CNC2=NC=CC(=C21)C=2C=NN(C2)C2=CC=C(C=N2)C(CCN(C(C)C)C(C)C)C(F)(F)F 3-(6-(4-(3H-imidazo[4,5-b]pyridin-7-yl)-1H-pyrazol-1-yl)pyridin-3-yl)-4,4,4-trifluoro-N,N-diisopropylbutan-1-amine